N-(phenylthio)pivaloamide tert-butyl-(4-carbamoylbicyclo[2.2.2]octan-1-yl)carbamate C(C)(C)(C)N(C(O)=O)C12CCC(CC1)(CC2)C(N)=O.C2(=CC=CC=C2)SNC(C(C)(C)C)=O